C1=NC=C(C2=CC=CC=C12)N1C(N(C[C@@H]1C#N)C=1C(=NC=C(C1)C(F)(F)F)C)=O (R)-3-(isoquinolin-4-yl)-1-(2-methyl-5-(trifluoromethyl)pyridin-3-yl)-2-oxoimidazolidine-4-carbonitrile